1-(4-(Aminomethyl)pyridin-2-yl)dihydropyrimidine-2,4(1H,3H)-dione NCC1=CC(=NC=C1)N1C(NC(CC1)=O)=O